N[C@H]1CN(C[C@@H]1C)C=1C2=CN(N=C2C=CC1NC(=O)C1=NN(C(C=C1)=O)C1=C(C=CC=C1F)F)C1CC(C1)(F)F N-(4-((3R,4S)-3-amino-4-methylpyrrolidin-1-yl)-2-(3,3-difluorocyclobutyl)-2H-indazol-5-yl)-1-(2,6-difluorophenyl)-6-oxo-1,6-dihydropyridazine-3-carboxamide